CC1C(=C(C2=CC=CC=C12)C)[Si](C)(C)C1C(=CC2=CC=CC=C12)C1=CC(=CC(=C1)C(C)(C)C)C(C)(C)C (1,3-dimethyl-1H-inden-2-yl)(2-(3,5-di-tert-butylphenyl)-1H-inden-1-yl)dimethylsilane